5-cyclopropyl-4-(((7-(2-chloro-4-fluorobenzoyl)-7-azaspiro[3.5]non-2-yl)methoxy)methyl)-2-fluoro-N-(methylsulfonyl)benzamide C1(CC1)C=1C(=CC(=C(C(=O)NS(=O)(=O)C)C1)F)COCC1CC2(C1)CCN(CC2)C(C2=C(C=C(C=C2)F)Cl)=O